C[Si](O[Si](O[Si](O[Si](O[Si](C)(C)C)(C1=CC=CC=C1)C)(C1=CC=CC=C1)C)(C1=CC=CC=C1)C)(C)C 1,1,1,3,5,7,9,9,9-Nonamethyl-3,5,7-triphenylpentasiloxan